[2-[tert-butyl-(dimethyl)silyl]oxyethyl]pyrazole-4-carbaldehyde C(C)(C)(C)[Si](OCCC1=NNC=C1C=O)(C)C